(R)-1-(3-aminochroman-7-yl)piperidine-4-carboxylic acid ethyl ester C(C)OC(=O)C1CCN(CC1)C1=CC=C2C[C@H](COC2=C1)N